FC=1C=C2C(=CNC2=CC1F)NC(=O)C1=CC(=NO1)C=1C=NC(=C(C1)F)N1CCN(CC1)CC(F)(F)F N-(5,6-difluoro-1H-indol-3-yl)-3-(5-fluoro-6-(4-(2,2,2-trifluoroethyl)piperazin-1-yl)pyridin-3-yl)isoxazole-5-carboxamide